(R)-4-chloro-3,5-difluoro-N-(8-fluoro-6-oxo-1,2,3,4,5,6-hexahydrobenzo[c][1,7]naphthyridin-1-yl)-N-methylbenzamide ClC1=C(C=C(C(=O)N(C)[C@@H]2C=3C4=C(C(NC3CNC2)=O)C=C(C=C4)F)C=C1F)F